BrC1=CC=C(N=N1)N[C@@H]1CC[C@H]2CN(C[C@]21F)C(=O)C2=CC1=NN(C=C1S2)C2CC2 [(3aR,4R,6aS)-4-[(6-bromo-3-pyridazinyl)amino]-3a-fluorohexahydrocyclopenta[c]pyrrol-2(1H)-yl](2-cyclopropyl-2H-thieno[3,2-c]pyrazol-5-yl)methanone